OC[C@@H]1[C@H](CN(CC1)C1=NC(=NC(=C1)C1=CC=C(C=C1)C(F)(F)F)C=1C=NC=CC1)O (3R,4R)-4-hydroxymethyl-1-(2-(pyridin-3-yl)-6-(4-(trifluoromethyl)phenyl)pyrimidin-4-yl)piperidin-3-ol